trimethylolpropane tris(t-butyl acetate) C(C)(C)(C)CC(=O)O.C(C)(C)(C)CC(=O)O.C(C)(C)(C)CC(=O)O.C(O)C(CC)(CO)CO